(3s,5s,7s)-adamantan-1-amine hydrochloride C1C2CC3CC1CC(C2)(C3)N.Cl